4-(3-((tert-Butyldimethylsilyl)oxy)-2,2-difluoropropoxy)-2-isopropylpyridin-3-amine [Si](C)(C)(C(C)(C)C)OCC(COC1=C(C(=NC=C1)C(C)C)N)(F)F